CC1=C(C(=NC2=NC=CN=C21)C2=NC1=CC=CC(=C1N=C2C2=CC=CC=C2)C)C2=CC=CC=C2 8-methyl-6-(5-methyl-3-phenylquinoxalin-2-yl)-7-phenylpyrido[2,3-b]pyrazine